BrC(CCCCCCC(CCCCCCCC)Br)C(CCCCCCC)F 1,8-dibromohexadecylfluorooctane